(S)-3-((4-((4-methoxy-2,6-dimethylphenyl)sulfonamido)naphthalen-1-yl)(prop-2-yn-1-yl)amino)butanoic acid COC1=CC(=C(C(=C1)C)S(=O)(=O)NC1=CC=C(C2=CC=CC=C12)N([C@H](CC(=O)O)C)CC#C)C